(2R,3R,4R,5S)-5-((2-chloropyrrolo[2,1-f][1,2,4]triazin-4-yl)amino)-2-(13-((2,4-dinitrophenyl)amino)-5,8,11-trioxa-2-azatridecyl)tetrahydro-2H-pyran-3,4-diol ClC1=NN2C(C(=N1)N[C@@H]1[C@H]([C@H]([C@H](OC1)CNCCOCCOCCOCCNC1=C(C=C(C=C1)[N+](=O)[O-])[N+](=O)[O-])O)O)=CC=C2